5-fluoro-2-(2-hydroxy-3,5-di-cumylphenyl)-2H-benzotriazole FC1=CC=2C(=NN(N2)C2=C(C(=CC(=C2)C(C)(C)C2=CC=CC=C2)C(C)(C)C2=CC=CC=C2)O)C=C1